5-[8-dimethylamino-1-[(1-hydroxy-cyclobutyl)-methyl]-2-oxo-8-phenyl-1,3-diazaspiro[4.5]decan-3-yl]-pyridine-2-carbonitrile CN(C1(CCC2(CN(C(N2CC2(CCC2)O)=O)C=2C=CC(=NC2)C#N)CC1)C1=CC=CC=C1)C